ClC1=NC=C(C(=N1)C1=CC(=NN1)C1CCNCC1)OCCO 2-((2-chloro-4-(3-(piperidin-4-yl)-1H-pyrazol-5-yl)pyrimidin-5-yl)oxy)ethan-1-ol